ClC1=CC=C2C(=N1)N=C(O2)N2CCN(CC2)C(=O)C2=CC=C(C=C2)C2=NOC(=N2)C(CF)(C)C [4-(5-chlorooxazolo[4,5-b]pyridin-2-yl)piperazin-1-yl]-[4-[5-(2-fluoro-1,1-dimethyl-ethyl)-1,2,4-oxadiazol-3-yl]phenyl]methanone